nickel cobalt manganese lithium magnesium [Mg].[Li].[Mn].[Co].[Ni]